potassium 3,4-dimethoxybenzenesulfonamide COC=1C=C(C=CC1OC)S(=O)(=O)N.[K]